C(C)(=O)C1=NN(C2=CC=C(C=C12)C=1C=NC(=NC1)C)CC(=O)N1[C@@H](C[C@@](C1)(C)F)C(=O)NC1=NC(=CC=C1C)Br (2S,4R)-1-{2-[3-Acetyl-5-(2-methylpyrimidin-5-yl)indazol-1-yl]acetyl}-N-(6-bromo-3-methylpyridin-2-yl)-4-fluoro-4-methylpyrrolidine-2-carboxamide